(S)-((2-(2-methoxy-7-methylquinoxalin-5-yl)-7,8-dihydrobenzofuro[5,4-d]thiazol-7-yl)methyl)carbamic acid pyridin-4-ylmethyl ester N1=CC=C(C=C1)COC(NC[C@H]1OC2=C(C1)C1=C(N=C(S1)C1=C3N=CC(=NC3=CC(=C1)C)OC)C=C2)=O